6,7-dimethoxy-9-(5-(2-methoxyethoxy)pyridin-3-yl)naphtho[2,3-c]furan-1(3H)-one COC1=CC2=CC3=C(C(OC3)=O)C(=C2C=C1OC)C=1C=NC=C(C1)OCCOC